Cl.FC(C=1C(=C(C=CC1)[C@@H](C)NC1=CN=NC2=CC=C(C=C12)N1CCNCC1)F)F (R)-N-(1-(3-(difluoromethyl)-2-fluorophenyl)ethyl)-6-(piperazin-1-yl)cinnoline-4-Amine hydrochloride